C(C)(C)(C)OC(=O)N1CCN(CC1)C1=CC=C(C=C1)C1=CC=2N(N=C1C)C(=CN2)C2=CC=NC1=CC(=CC=C21)C(=O)O 4-(7-(4-(4-(tert-butoxycarbonyl)piperazin-1-yl)phenyl)-6-methylimidazo[1,2-b]pyridazin-3-yl)quinoline-7-carboxylic acid